benzyl (3R,6S)-6-(4-(dibenzylamino)butyl)-3-isobutyl-8-(1-methylpiperidin-4-yl)-4,7-dioxohexahydropyrazino[2,1-c][1,2,4]oxadiazine-1(6H)-carboxylate C(C1=CC=CC=C1)N(CCCC[C@H]1C(N(CC2N(O[C@@H](C(N21)=O)CC(C)C)C(=O)OCC2=CC=CC=C2)C2CCN(CC2)C)=O)CC2=CC=CC=C2